(S)-N-(3,3-dimethylbutan-2-yl)-3-(4-fluorophenyl)-4-((4-methoxyphenyl)sulfonamido)-1-methyl-1H-pyrazole-5-carboxamide CC([C@H](C)NC(=O)C1=C(C(=NN1C)C1=CC=C(C=C1)F)NS(=O)(=O)C1=CC=C(C=C1)OC)(C)C